N-[[4-(4-amino-1-cyclopentyl-pyrazolo[3,4-D]pyrimidin-3-yl)phenyl]methyl]-2-(trifluoromethoxy)benzamide tert-butyl-(1S,5R)-3-amino-8-azabicyclo[3.2.1]octane-8-carboxylate C(C)(C)(C)OC(=O)N1[C@@H]2CC(C[C@H]1CC2)N.NC2=C1C(=NC=N2)N(N=C1C1=CC=C(C=C1)CNC(C1=C(C=CC=C1)OC(F)(F)F)=O)C1CCCC1